5-Cyano-8-methyl-6-oxo-3,4,6,7-tetrahydro-1H-[2,7]naphthyridine-2-carboxylic acid tert-butyl ester C(C)(C)(C)OC(=O)N1CC2=C(NC(C(=C2CC1)C#N)=O)C